n-propyl-triphenylphosphine bromide [Br-].C(CC)C1=C(C=CC=C1)P(C1=CC=CC=C1)C1=CC=CC=C1